ClC=1C=C2C(=NC1OC)C(=C(N2)C2=NN=C(N2)C(C)(F)F)C=2C=NNC2 6-chloro-2-(5-(1,1-difluoro-ethyl)-4H-1,2,4-triazol-3-yl)-5-methoxy-3-(1H-pyrazol-4-yl)-1H-pyrrolo[3,2-b]pyridine